N1N=CC=C1CN1N=CC2=C(C1=O)N(C1=C2OC(=N1)CC1=NC(=CC=C1)N)C 6-((1H-pyrazol-5-yl)methyl)-2-((6-aminopyridin-2-yl)methyl)-4-methyl-4,6-dihydro-5H-oxazolo[5',4':4,5]pyrrolo[2,3-d]pyridazin-5-one